FC1=CC=C(C=C1)[C@@H](CC(=O)O)C1(CC1)C(F)(F)F (R)-3-(4-fluorophenyl)-3-(1-(trifluoromethyl)cyclopropyl)propanoic acid